(5-(2-chlorophenyl)-1,3,4-thiadiazol-2-yl)-3-(2-methoxyethoxy)isoxazole-5-carboxamide ClC1=C(C=CC=C1)C1=NN=C(S1)C=1C(=NOC1C(=O)N)OCCOC